(R)-(4-bromo-2-(2-hydroxypropan-2-yl)oxazol-5-yl)(4-(pyrazolo[1,5-a]pyridin-2-yl)-6,7-dihydro-1H-imidazo[4,5-c]pyridin-5(4H)-yl)methanone BrC=1N=C(OC1C(=O)N1[C@H](C2=C(CC1)NC=N2)C2=NN1C(C=CC=C1)=C2)C(C)(C)O